NC1=NN2C(N=CC=C2)=C1C(=O)NC(C)C=1C=C(C=2N(C1N1CCNS(CC1)(=O)=O)C=NC2)Cl 2-Amino-N-{1-[8-chloro-5-(1,1-dioxido-1,2,5-thiadiazepan-5-yl)imidazo[1,5-a]pyridin-6-yl]ethyl}pyrazolo[1,5-a]pyrimidine-3-carboxamide